Imidazol-4-thiocarboxamid N1C=NC(=C1)C(N)=S